C(CCCCCCCCCCCCC)C(C(=O)O)(CCCC(=O)O)CCCCCCCCCCCCCC.C(CCCCC(=O)OCCCCCCCCCCC)(=O)OCCCCCCCCCCC diundecyl adipate (dimyristyl adipate)